5-((1-methyl-3-(4-(trifluoromethyl)phenyl)-1H-pyrazol-5-yl)amino)pyridinecarbonitrile CN1N=C(C=C1NC=1C=CC(=NC1)C#N)C1=CC=C(C=C1)C(F)(F)F